CN1C(=[NH+]C=C1)C 1,2-dimethylimidazolium